CC1(OC[C@H](O1)[C@H]1OC[C@@H]2OC3=C(CC[C@@H]21)C=CC(=C3C)C(=O)OC)C Methyl (1S,3aR,10aS)-1-[(4S)-2,2-dimethyl-1,3-dioxolan-4-yl]-5-methyl-1,3,3a,9,10,10a-hexahydrofuro[3,4-b][1]benzoxepin-6-carboxylate